C(CC)P([O-])(=O)CCCCCC n-propylhexylphosphinate